N-[3-[5-chloro-2-(difluoromethoxy)phenyl]-1-(2H-1,2,3,4-tetrazol-5-ylmethyl)-1H-pyrazol-4-yl]pyrazolo[1,5-a]pyrimidine-3-carboxamide ClC=1C=CC(=C(C1)C1=NN(C=C1NC(=O)C=1C=NN2C1N=CC=C2)CC=2N=NNN2)OC(F)F